C1(CC1)S(=O)(=O)NC=1SC=C(N1)C(C(=O)NC1=CC=C(C=C1)C1=NC(=CN=C1)OC1CC1)CC 2-(2-(cyclopropanesulfonylamino)thiazol-4-yl)-N-(4-(6-cyclopropoxypyrazin-2-yl)phenyl)butanamide